S1(C=CC2=CC=CC=C12)=O thiaindenone